Cl.CC1(NCC(C(C1)=O)C1=CC=CC=C1)C 2,2-Dimethyl-5-phenylpiperidin-4-one hydrochloride